OC=1C=C(C=C2C(N(C(N2CC)=[Se])C2=CC=C(C=C2)CC)=O)C=C(C1)O 5-(3,5-dihydroxybenzylidene)-1-ethyl-3-(4-ethylphenyl)-2-selenoxoimidazolidin-4-one